C1(CCCCC1)NC1=NN(C2=CC=C(C=C12)C1=CN=CS1)C(=O)OC(C)(C)C tert-butyl 3-(cyclohexylamino)-5-(thiazol-5-yl)-1H-indazole-1-carboxylate